6-benzyl-3-(((5-fluoro-1,4-dihydroquinazolin-2-yl)thio)methyl)-5,6-dihydroimidazo[2,1-b]thiazole C(C1=CC=CC=C1)C1N=C2SC=C(N2C1)CSC=1NC2=CC=CC(=C2CN1)F